N[C@@H](CCC(=O)O)C1=C(C(=CC(=C1)C)C=O)O (4S)-4-AMINO-4-(3-FORMYL-2-HYDROXY-5-METHYLPHENYL)BUTANOIC ACID